O=C1NCC2=CC=C(C=C12)C1=CC=C(C=C1)N1CCNCC1 1-oxo-6-(4-(piperazin-1-yl)phenyl)isoindoline